NC1=C(C=NN1C(F)F)S(=O)(=O)NC=1C=CC(=C2C(=CNC12)C#N)F 5-amino-N-(3-cyano-4-fluoro-1H-indol-7-yl)-1-(difluoromethyl)pyrazole-4-sulfonamide